5-(4-((2R,5S)-2-((S)-1-(1H-pyrazol-1-yl)ethyl)-5-(4-chlorobenzyl)morpholino)-piperidin-1-yl)-4H-1,2,4-triazol-3-amine 2,2,2-trifluoroacetate FC(C(=O)O)(F)F.N1(N=CC=C1)[C@@H](C)[C@@H]1OC[C@@H](N(C1)C1CCN(CC1)C=1NC(=NN1)N)CC1=CC=C(C=C1)Cl